C(C(=O)[O-])(=O)[O-].C(C(=O)[O-])(=O)[O-].C(C(=O)[O-])(=O)[O-].[Cr+3].[Cr+3] chromium(III) trioxalate